BrC=1C=C(C=CC1)N(C1=NC(=NC2=CC(=CC=C12)Cl)Cl)CC1CC1 N-(3-bromophenyl)-2,7-dichloro-N-(cyclopropylmethyl)quinazolin-4-amine